[N+](=O)([O-])C1=CC=C(C(=O)OC2C(C(C2)OCC2=CC=CC=C2)C)C=C1 3-(Benzyloxy)-2-methylcyclobutyl 4-nitrobenzoate